C1=CC(=CC=C1CCO)O p-hydroxyphenethyl alcohol